N(C1=CC=CC=C1)C1=CC=2C3(C4=CC=C(C=C4OC2C=C1C)N(CCCC)CCCC)OC(=O)C1=CC=CC=C13 2'-anilino-6'-dibutylamino-3'-methylspiro[phthalide-3,9'-[9H]xanthen]